BrCC1=CC(=NC(=C1C(=O)O)Cl)Cl 4-(bromomethyl)-2,6-dichloronicotinic acid